1,1,2,2-tetramethyldisilane C[SiH]([SiH](C)C)C